(R)-hept-6-yn-2-ol C[C@H](CCCC#C)O